CC1=CC2=C(OCCCO2)C=C1 7-methyl-3,4-dihydro-1,5-benzodioxepin